BrC=1C=CC(=C(C1)N1N=C(N=C1)F)Cl 1-(5-bromo-2-chlorophenyl)-3-fluoro-1H-1,2,4-triazole